(S)-2-((1-(5-(bisphenylmethyl)-1-methyl-1,2,4-triazol-3-yl)ethyl)carbamoyl)-4-methoxypyridin-3-yl butyrate C(CCC)(=O)OC=1C(=NC=CC1OC)C(N[C@@H](C)C1=NN(C(=N1)C(C1=CC=CC=C1)C1=CC=CC=C1)C)=O